NC1=CC(=CN(C1=O)C)C=1C=CC(=C(C1)NS(=O)(=O)C)OC N-[5-(5-amino-1-methyl-6-oxopyridin-3-yl)-2-methoxyphenyl]methanesulfonamide